O1CCOC2=C1C=CC(=C2)C(=O)O 1,4-benzodioxane-6-carboxylic acid